3-cyclopropyl-4-((1-((2,4-dimethyl-6-oxo-1,6-dihydro-pyrimidin-5-yl)methyl)-6-oxo-4-(1,1,2,2-tetrafluoro-ethyl)-1,6-dihydropyrimidin-5-yl)oxy)-5-methyl-benzonitrile C1(CC1)C=1C=C(C#N)C=C(C1OC1=C(N=CN(C1=O)CC1=C(N=C(NC1=O)C)C)C(C(F)F)(F)F)C